[2H][C] deuterocarbon